FC=1C=C(C=CC1F)SC=1C=NC=CC1C(NO)=N 3-[(3,4-difluorophenyl)sulfanyl]-N-hydroxypyridine-4-carboximidamide